N[C@@H]1C[C@@H]2N(C(CN(C2=O)[C@@H](C(=O)NCC2=CC(=C(C=C2)Cl)Cl)CC(C)C)CCC2=CC=CC=C2)C1 (2R)-2-((7R,8aS)-7-amino-1-oxo-4-phenethylhexahydropyrrolo[1,2-a]pyrazin-2(1H)-yl)-N-(3,4-dichlorobenzyl)-4-methylpentanamide